C1(CC1)C=1C=CC=2N(C1)C=C(N2)C2CCN1N=C(C=C12)C(=O)OCC ethyl 4-(6-cyclopropylimidazo[1,2-a]pyridin-2-yl)-5,6-dihydro-4H-pyrrolo[1,2-b]pyrazole-2-carboxylate